ClC(C(C(C)(C)C)=O)Cl 1,1-dichloro-3,3-dimethyl-butan-2-one